2-((tert-butoxycarbonyl)amino)-5-methylhex-4-enoic acid C(C)(C)(C)OC(=O)NC(C(=O)O)CC=C(C)C